ethyl 2-(2-(5-cyano-2-methoxybenzoyl) hydrazino)-2-oxoacetate C(#N)C=1C=CC(=C(C(=O)NNC(C(=O)OCC)=O)C1)OC